6-benzyl-3-(3-methoxybenzyl)-2,3,4,6-tetrahydropyrido[3,4-c][1,8]naphthyridin-5(1H)-one C(C1=CC=CC=C1)N1C(C2=C(C=3C=CC=NC13)CCN(C2)CC2=CC(=CC=C2)OC)=O